[4-(5-methoxypyrimidin-2-yl)piperidine-1-carbonyl]-6-methyl-N-(1-methylcyclopropyl)furo[2,3-d]pyrimidin-4-amine COC=1C=NC(=NC1)C1CCN(CC1)C(=O)C=1N=C(C2=C(N1)OC(=C2)C)NC2(CC2)C